8-[(2S,5R)-2,5-Diethyl-4-{1-[4-(trifluoromethoxy)phenyl]propyl}piperazin-1-yl]-5-methyl-6-oxo-5,6-dihydro-1,5-naphthyridin-2-carbonitril C(C)[C@@H]1N(C[C@H](N(C1)C(CC)C1=CC=C(C=C1)OC(F)(F)F)CC)C1=CC(N(C=2C=CC(=NC12)C#N)C)=O